FC(C1(C(C(C(F)(F)F)(F)F)(O1)F)C(F)(F)F)(F)F perfluoro-2,3-epoxy-2-methyl-fluoropentane